2-(4-(4-((5-bromo-4-((5-(dimethylphosphono)quinoxalin-6-yl)amino)pyrimidin-2-yl)Amino)-5-methoxy-2-(1-methyl-1H-pyrazol-4-yl)phenyl)piperazin-1-yl)-7-azaspiro[3.5]nonane BrC=1C(=NC(=NC1)NC1=CC(=C(C=C1OC)N1CCN(CC1)C1CC2(C1)CCNCC2)C=2C=NN(C2)C)NC=2C(=C1N=CC=NC1=CC2)P(=O)(OC)OC